4-(8-(5-cyclopropyl-2-ethoxy-4-(methoxycarbonyl)benzyl)-3-oxo-2,8-diazaspiro[4.5]decan-2-yl)benzoic acid C1(CC1)C=1C(=CC(=C(CN2CCC3(CC(N(C3)C3=CC=C(C(=O)O)C=C3)=O)CC2)C1)OCC)C(=O)OC